L-4-(4'-bromo-2',6'-diethyl-[1,1'-biphenyl]-4-carbonyl)benzoic acid BrC1=CC(=C(C(=C1)CC)C1=CC=C(C=C1)C(=O)C1=CC=C(C(=O)O)C=C1)CC